OC1=C(CNC2=C3N=CN(C3=NC=N2)[C@H]2[C@@H](O)[C@H](O)[C@H](O2)CO)OC=C1O 6-(3,4-Dihydroxyfurfurylamino)-9-β-D-arabinofuranosylpurin